Cl.Cl.CC=1C=C(C=C(C1)CCC1=CC=C(C(=N)N)C=C1)CCC1=CC=C(C(=N)N)C=C1 4,4'-((5-methyl-1,3-phenylene)bis(ethane-2,1-diyl))dibenzamidine dihydrochloride